(2S)-2-[[2-(3-chloro-4-methylsulfonyl-anilino)-5-(3-methyl-1,2,4-oxadiazol-5-yl)pyrimidin-4-yl]amino]-2-phenyl-ethanol ClC=1C=C(NC2=NC=C(C(=N2)N[C@H](CO)C2=CC=CC=C2)C2=NC(=NO2)C)C=CC1S(=O)(=O)C